tert-butyl 11-chloro-9-fluoro-10-(2-fluoro-6-((4-methoxybenzyl) oxy) phenyl)-6-methyl-5-oxo-1,4,5,6-tetrahydrobenzo[f]pyrido[3,4-c][1,7]naphthyridine-3(2H)-carboxylate ClC=1C(=C(C2=C(C=3C4=C(C(N(C3C=N2)C)=O)CN(CC4)C(=O)OC(C)(C)C)C1)F)C1=C(C=CC=C1OCC1=CC=C(C=C1)OC)F